C(CCCCCCC\C=C\CC=CC)O E-9,12-tetradecdienol